FC=1C(=C(C=CC1F)C#C[Si](C)(C)C)OC [2-(3,4-difluoro-2-methoxyphenyl)ethynyl]trimethylsilane